titanium-chromium-copper-niobium-vanadium [V].[Nb].[Cu].[Cr].[Ti]